3-(cyclopropylsulfonyl)-2-fluoroaniline C1(CC1)S(=O)(=O)C=1C(=C(N)C=CC1)F